(2R)-N-((R or S)-1-(3-chloro-4-fluorophenyl)-1-(cis-3-(trifluoromethyl)-cyclobutyl)-ethyl)-2-methyl-3-oxopiperazine-1-carboxamide ClC=1C=C(C=CC1F)[C@@](C)([C@@H]1C[C@@H](C1)C(F)(F)F)NC(=O)N1[C@@H](C(NCC1)=O)C |o1:8|